1-(6,7-dihydro-5H-benzo[6,7]cyclohepta[1,2-c]pyridazin-3-yl)-N3-(4,5-dihydro-1H-benzo[b]azepin-2(3H)-on-8-yl)-1H-1,2,4-triazole-3,5-diamine N1=NC(=CC2=C1C1=C(CCC2)C=CC=C1)N1N=C(N=C1N)NC=1C=CC2=C(NC(CCC2)=O)C1